C(C)OC1=NC=CC=C1C1=CC(=C2C(=N1)C(=NN2C(C)C)C)NCC2=NC(=CC=C2)C 5-(2-ethoxy-3-pyridinyl)-1-isopropyl-3-methyl-N-[(6-methyl-2-pyridinyl)methyl]pyrazolo[4,3-b]pyridin-7-amine